(2,6-dimethyl-4-(7-((1-(trifluoromethyl)cyclopropyl)methoxy)-1,3,4,5-tetrahydro-2H-benzo[c]azepin-2-yl)phenyl)-3,3-dimethylbutyramide CC1=C(C(=CC(=C1)N1CC2=C(CCC1)C=C(C=C2)OCC2(CC2)C(F)(F)F)C)C(C(=O)N)C(C)(C)C